8-((3-hexylnonyl)oxy)-8-oxooctanoic acid C(CCCCC)C(CCOC(CCCCCCC(=O)O)=O)CCCCCC